(2-(4,4-difluorocyclohexyl)propan-2-yl)piperazine FC1(CCC(CC1)C(C)(C)N1CCNCC1)F